Ammonium zirconium (IV) carbonat C([O-])([O-])=O.[Zr+4].[NH4+]